C(#C)C=1C(=CC=C2C=C(C=C(C12)C1=C(C=2N=C(N=C(C2C=N1)N1C(COCCC1)=O)OC[C@]12CCCN2C[C@@H](C1)F)F)O)F 4-(7-(8-ethynyl-7-fluoro-3-hydroxynaphthalen-1-yl)-8-fluoro-2-(((2R,7aS)-2-fluorotetrahydro-1H-pyrrolizin-7a(5H)-yl)methoxy)pyrido[4,3-d]pyrimidin-4-yl)-1,4-oxazepan-3-one